BrC1=CC(=C(CCN2C(C3=C(C=CC(=C3C2=O)C)C)=O)C=C1OC)OC 2-(4-bromo-2,5-dimethoxyphenethyl)-4,7-dimethylisoindoline-1,3-dione